FC(C(C1=CC=CC=C1)(C(F)(F)F)O)(F)F α,α-bis(trifluoromethyl)-benzyl alcohol